ClC1=CC=C(C=C1)/C=C/B(O)O (E)-(4-chlorophenylvinyl)boronic acid